O=C1NC(CCC1N1C(C2=CC=C(C=C2C1=O)OCCOCCS(=O)(=O)N1CCN(CC1)C1CCC(CC1)NC1=NC=NC2=CC=C(C=C12)C#N)=O)=O 4-(((1r,4r)-4-(4-((2-(2-((2-(2,6-dioxopiperidin-3-yl)-1,3-dioxoisoindolin-5-yl)oxy)ethoxy)ethyl)sulfonyl)piperazin-1-yl)cyclohexyl)amino)quinazoline-6-carbonitrile